1-Methyl-7-(piperazin-1-yl)quinolin-2(1H)-one ditrifluoroacetate FC(C(=O)O)(F)F.FC(C(=O)O)(F)F.CN1C(C=CC2=CC=C(C=C12)N1CCNCC1)=O